N[C@H](C(=O)NCCCCCCN1C(C=CC1=O)=O)CCN(C(CO)=O)[C@H](C(C)(C)C)C=1N(C=C(C1)C1=C(C=CC(=C1)F)F)CC1=CC=CC=C1 (2S)-2-amino-4-[{(1R)-1-[1-benzyl-4-(2,5-difluorophenyl)-1H-pyrrol-2-yl]-2,2-dimethylpropyl}(glycoloyl)amino]-N-[6-(2,5-dioxo-2,5-dihydro-1H-pyrrol-1-yl)hexyl]butanamide